3-(3-Chloro-4-fluorophenyl)-1-(2-methoxypyrimidin-5-yl)-1-((5-(trifluoromethyl)-1H-pyrazol-3-yl)methyl)urea ClC=1C=C(C=CC1F)NC(N(CC1=NNC(=C1)C(F)(F)F)C=1C=NC(=NC1)OC)=O